N-(2-ethoxyethyl)-N-{[4,7,10-tris(2-tert-butoxy-2-oxoethyl)-1,4,7,10-tetraazacyclododec-1-yl]acetyl}glycine tert-butyl ester C(C)(C)(C)OC(CN(C(CN1CCN(CCN(CCN(CC1)CC(OC(C)(C)C)=O)CC(OC(C)(C)C)=O)CC(=O)OC(C)(C)C)=O)CCOCC)=O